(R)-2-bromopentanoic acid Br[C@@H](C(=O)O)CCC